C(C)(C)(C)N(C(O)=O)C[C@H]1CN(CCC1)S(NC(C1=C(C=C(C(=C1)Cl)OCC1CCCC1)F)=O)(=O)=O.OC(CN(CCCNC(CCCCCCC\C=C/C\C=C/CCCCC)=O)CCCOCCCC)CO N-[3-[(2,3-dihydroxypropyl)(3-butyloxypropyl)amino]propyl]linoleamide (S)-tert-butyl-((1-(N-(5-chloro-4-(cyclopentylmethoxy)-2-fluorobenzoyl)sulfamoyl)-piperidin-3-yl)methyl)carbamate